F[C@H]1[C@@](C1)(C)NC(OCC1=CC=CC=C1)=O cis-benzyl (2-fluoro-1-methylcyclopropyl)carbamate